dimethyl (1-methylpropylidene)malonate CC(CC)=C(C(=O)OC)C(=O)OC